2-((2S)-4-(7-(8-chloronaphth-1-yl)-6,8-difluoro-2-((tetrahydro-1H-pyrrolizin-7a(5H)-yl)methoxy)quinazolin-4-yl)piperazin-2-yl)acetonitrile ClC=1C=CC=C2C=CC=C(C12)C1=C(C=C2C(=NC(=NC2=C1F)OCC12CCCN2CCC1)N1C[C@@H](NCC1)CC#N)F